C1(CCCC1)C=1C=NC(=NC1)NC(C1=C(C=CC(=C1)[N+](=O)[O-])SC1=NN=NN1C1CC1)=O N-(5-cyclopentylpyrimidin-2-yl)-2-[(1-cyclopropyl-1H-1,2,3,4-tetrazol-5-yl)sulfanyl]-5-nitrobenzamide